1-phenyl-2-(3,4,5-trimethoxyphenyl)ethan-1-one C1(=CC=CC=C1)C(CC1=CC(=C(C(=C1)OC)OC)OC)=O